2-((2-((4-(4-(((2-(2,6-dioxopiperidin-3-yl)-1-oxoisoindolin-5-yl)methyl)amino)piperidin-1-yl)-2-methoxyphenyl)amino)-5-(trifluoromethyl)pyridin-4-yl)amino)-N-methylbenzamide O=C1NC(CCC1N1C(C2=CC=C(C=C2C1)CNC1CCN(CC1)C1=CC(=C(C=C1)NC1=NC=C(C(=C1)NC1=C(C(=O)NC)C=CC=C1)C(F)(F)F)OC)=O)=O